N1N=CC(=C1)CC1=CC=C(CC2=NOC(=C2)C=2C(=NC=CC2)N)C=C1 3-(3-(4-((1H-pyrazol-4-yl)methyl)benzyl)isoxazol-5-yl)pyridin-2-amine